C(#N)C=1C=NNC1 4-cyano-pyrazole